1,1,3-tris(5-tert-butyl-4-hydroxy-2-methylphenyl)butane C(C)(C)(C)C=1C(=CC(=C(C1)C(CC(C)C1=C(C=C(C(=C1)C(C)(C)C)O)C)C1=C(C=C(C(=C1)C(C)(C)C)O)C)C)O